CN(C(/C=C/C1=CC2=C(NC([C@@H](CC2)NC(OC(C)(C)C)=O)=O)N=C1)=O)CC=1OC2=C(C1C)C=CC=C2 |r| racemic-tert-butyl (E)-(3-(3-(methyl((3-methylbenzofuran-2-yl)methyl)amino)-3-oxoprop-1-en-1-yl)-8-oxo-6,7,8,9-tetrahydro-5H-pyrido[2,3-b]azepin-7-yl)carbamate